C(C)(C)(C)OC(=O)N1CCC(=CC1)C1=NC=C(N=C1C)NC(C1=CC=C(C=C1)C(=O)OC)=O 4-[5-(4-methoxycarbonyl-benzoylamino)-3-methyl-pyrazin-2-yl]-3,6-dihydro-2H-pyridine-1-carboxylic acid tert-butyl ester